N-[2-(5-amino-1,3,4-thiadiazol-2-yl)-4-chloro-6-methylphenyl]-3-bromo-1-(3-chloropyridin-2-yl)-1H-pyrazol-5-carboxamide NC1=NN=C(S1)C1=C(C(=CC(=C1)Cl)C)NC(=O)C1=CC(=NN1C1=NC=CC=C1Cl)Br